(S)-3-(2',4'-difluorobiphenyl-3-yl)-3-(3-(5-hydroxy-2-methyl-3-oxo-2,3-dihydropyridazin-4-yl)ureido)propionic acid FC1=C(C=CC(=C1)F)C1=CC(=CC=C1)[C@H](CC(=O)O)NC(=O)NC=1C(N(N=CC1O)C)=O